4-(2-formyl-5-methoxymethyl-1H-pyrrol-1-yl)butyric acid methyl ester COC(CCCN1C(=CC=C1COC)C=O)=O